tri(4-cyclohexylphenyl) phosphate P(=O)(OC1=CC=C(C=C1)C1CCCCC1)(OC1=CC=C(C=C1)C1CCCCC1)OC1=CC=C(C=C1)C1CCCCC1